O1CCC2=C1C=CC(=C2)C2=CC=C1C(=NNC1=C2)NCC2=CC=C(C=C2)N2CCN(CC2)CC 6-(2,3-dihydrobenzofuran-5-yl)-N-(4-(4-ethylpiperazin-1-yl)benzyl)-1H-indazol-3-amine